4-phenoxymethyl-1,3-dioxane O(C1=CC=CC=C1)CC1OCOCC1